C1(=CC=CC=C1)C(C=CC)=O 1-phenyl-but-2-en-1-one